[4-(butan-1-yl)-4'-methyl-2,2'-bipyridine] ruthenium (II) [Ru+2].C(CCC)C1=CC(=NC=C1)C1=NC=CC(=C1)C